4-((4-Cyclopropyl-5-fluoro-2-(N-methylmethanesulfonamido)phenyl)amino)-6-((3,5-difluoropyridin-2-yl)amino)-N-ethoxynicotinamide C1(CC1)C1=CC(=C(C=C1F)NC1=CC(=NC=C1C(=O)NOCC)NC1=NC=C(C=C1F)F)N(S(=O)(=O)C)C